N-(4-(2,5-difluorophenyl)-6-(5,5-difluorotetrahydro-2H-pyran-2-yl)pyrimidin-5-yl)-3-(2,2,2-trifluoroethoxy)isoxazole-5-carboxamide FC1=C(C=C(C=C1)F)C1=NC=NC(=C1NC(=O)C1=CC(=NO1)OCC(F)(F)F)C1OCC(CC1)(F)F